C[C@H]1N[C@@H](CC2=C1NC1=CC=CC=C21)C(=O)O (1R,3S)-1-methyl-2,3,4,9-tetrahydropyrido[3,4-b]indole-3-formic acid